(4-((5-chloro-4-(methylamino)pyrimidin-2-yl)amino)-3-methoxyphenyl)(piperazin-1-yl)methanone hydrogen chloride salt Cl.ClC=1C(=NC(=NC1)NC1=C(C=C(C=C1)C(=O)N1CCNCC1)OC)NC